1-(2-(aminomethyl)-4-fluorobenzyl)-N-(3-((S)-1-hydroxyethyl)phenyl)-7-methyl-5-(1H-pyrrole-2-carbonyl)-4,5,6,7-tetrahydro-1H-pyrazolo[4,3-C]pyridine-3-carboxamide NCC1=C(CN2N=C(C=3CN(CC(C32)C)C(=O)C=3NC=CC3)C(=O)NC3=CC(=CC=C3)[C@H](C)O)C=CC(=C1)F